C(C)(C)(C)N1N=NN=C1C(C1=CC=NC2=CC=CC=C12)N1CCN(CC1)C1=C(C=NC=C1Cl)Cl 4-((1-(tert-butyl)-1H-tetrazol-5-yl)(4-(3,5-dichloropyridin-4-yl)piperazin-1-yl)methyl)quinoline